8,8'-((((1R,4R)-4-hydroxycyclohex-yl)methyl)azanedi-yl)bis(N,N-didecyl-octanamide) OC1CCC(CC1)CN(CCCCCCCC(=O)N(CCCCCCCCCC)CCCCCCCCCC)CCCCCCCC(=O)N(CCCCCCCCCC)CCCCCCCCCC